OC(C)(C)C=1C=C(C=NC1)N1C[C@@H](CC1)NC(OC(C)(C)C)=O Tert-butyl (R)-(1-(5-(2-hydroxypropan-2-yl)pyridin-3-yl)pyrrolidin-3-yl)-carbamate